7-(5-(5-((1R,5S,8r)-8-hydroxy-3-azabicyclo[3.2.1]oct-3-yl)-1,3,4-thiadiazol-2-yl)-4-(isopropylamino)pyridin-2-yl)pyrrolo[1,2-b]pyridazine-3-carbonitrile OC1[C@H]2CN(C[C@@H]1CC2)C2=NN=C(S2)C=2C(=CC(=NC2)C2=CC=C1N2N=CC(=C1)C#N)NC(C)C